3-(2,3-dihydrobenzo[1,4]dioxin-6-yl)benzyl alcohol O1CCOC2=C1C=CC(=C2)C=2C=C(CO)C=CC2